1-ethyl-1H-imidazole-2-carboxylic acid ethyl ester C(C)OC(=O)C=1N(C=CN1)CC